COCOC1=C(C(=CC(=C1)C(F)(F)F)C)C1=CC2=C(N=N1)N(C=C2C)C21CCCC(C2)(C1)O 5-{3-[2-(methoxymethoxy)-6-methyl-4-(trifluoromethyl)phenyl]-5-methyl-7H-pyrrolo[2,3-c]pyridazin-7-yl}bicyclo[3.1.1]heptan-1-ol